N-((4-cyanobenzyl)sulfinyl)-4-(5-(3,5-dichlorophenyl)-5-(trifluoromethyl)-4,5-dihydroisoxazol-3-yl)-2-methylbenzamide C(#N)C1=CC=C(CS(=O)NC(C2=C(C=C(C=C2)C2=NOC(C2)(C(F)(F)F)C2=CC(=CC(=C2)Cl)Cl)C)=O)C=C1